(3S)-1-BOC-3-methylpiperazine C(=O)(OC(C)(C)C)N1C[C@@H](NCC1)C